C1(CCCC(N1)=O)=O.C(CCCC(=O)O)(=O)O glutaric acid glutarimide salt